6-cyclopropyl-8-methyl-5,6,7,8-tetrahydroimidazo[1,2-a]pyrimidine-2-carboxylic acid C1(CC1)C1CN(C=2N(C1)C=C(N2)C(=O)O)C